BrC1=CC=C(C=C1)N1C(CC12CCC2)=O 1-(4-bromophenyl)-1-azaspiro[3.3]heptan-2-one